[C@H]12CN(C[C@H](CC1)N2)C2=NC(=NC=1C(N(N=CC12)C1=C(C(=CC(=C1)O)Cl)C(F)(F)F)=O)OC([2H])([2H])C12CCCN2CCC1 4-((1R,5S)-3,8-Diazabicyclo[3.2.1]octan-3-yl)-7-(3-chloro-5-hydroxy-2-(trifluoromethyl)phenyl)-2-((tetrahydro-1H-pyrrolizin-7a(5H)-yl)methoxy-d2)pyrimido[4,5-d]pyridazin-8(7H)-one